4-phenylAzol-2-amine C1(=CC=CC=C1)C=1C=C(NC1)N